2'-cyano-4'-(5-methyl-1,2,4-oxadiazol-3-yl)-[1,1'-biphenyl]-4-carbonyl chloride C(#N)C1=C(C=CC(=C1)C1=NOC(=N1)C)C1=CC=C(C=C1)C(=O)Cl